2-(4-((3-(4-bromophenyl)-2-oxo-2,3-dihydro-1H-imidazol-1-yl)methyl)-2,6-dimethylphenoxy)-2-methylpropanoic acid BrC1=CC=C(C=C1)N1C(N(C=C1)CC1=CC(=C(OC(C(=O)O)(C)C)C(=C1)C)C)=O